NC1=CC=C(C=C1)C1CN(CCO1)C(=O)NCC(CC1=CC=C(C=C1)C(F)(F)F)CO 2-(4-aminophenyl)-N-[2-(hydroxymethyl)-3-[4-(trifluoromethyl)phenyl]propyl]morpholine-4-carboxamide